(3-(difluoromethyl)-1-methyl-1H-1,2,4-triazol-5-yl)methanone FC(C1=NN(C(=N1)C=O)C)F